N-(5-(2-cyano-4-methylthiophen-3-yl)-1,3,4-thiadiazol-2-yl)-3-methoxy-4-((2-methoxyethyl)amino)-2-oxo-2H-pyran-6-carboxamide C(#N)C=1SC=C(C1C1=NN=C(S1)NC(=O)C1=CC(=C(C(O1)=O)OC)NCCOC)C